[2-methoxypyrido[3,2-d]pyrimidin-8-yl]-1,5,6,7-tetrahydroindol-4-one COC=1N=CC2=C(N1)C(=CC=N2)N2C=CC=1C(CCCC21)=O